(E)-3-(3-aminophenyl)acrylic acid NC=1C=C(C=CC1)/C=C/C(=O)O